N1=C(N=C(N=C1)C=1C=C(C=C(C1)N)N)C=1C=C(C=C(C1)N)N 5,5'-(1,3,5-triazine-2,4-diyl)bis(benzene-1,3-diamine)